N-(6-((5-bromo-2-((2-methoxy-5-(1-methyl-1H-pyrazol-4-yl)-6-(4-(4-methylpiperazin-1-yl)piperidin-1-yl)pyridin-3-yl)amino)pyrimidin-4-yl)amino)quinoxalin-5-yl)methanesulfonamide BrC=1C(=NC(=NC1)NC=1C(=NC(=C(C1)C=1C=NN(C1)C)N1CCC(CC1)N1CCN(CC1)C)OC)NC=1C(=C2N=CC=NC2=CC1)NS(=O)(=O)C